C(C1=CC=CC=C1)OC1=C(C(=C2C=CC(=CC2=C1)C(=O)OC)F)N1S(NC(C1)=O)(=O)=O methyl 7-benzyloxy-5-fluoro-6-(1,1,4-trioxo-1,2,5-thiadiazolidin-2-yl)naphthalene-2-carboxylate